1,3-dicarboxyl-2-methylenecarboxypropane C(=O)(O)C(C(CC(=O)O)=C)C(=O)O